tert-butyl (1-(4''-acetamido-3''-fluoro-2'-methoxy-[1,1':3',1''-terphenyl]-3-yl)piperidin-4-yl)carbamate C(C)(=O)NC1=C(C=C(C=C1)C=1C(=C(C=CC1)C1=CC(=CC=C1)N1CCC(CC1)NC(OC(C)(C)C)=O)OC)F